tert-Butyl ((4-(1-methyl-4-(4-methyl-4H-1,2,4-triazol-3-yl)-1H-pyrazol-5-yl)-6-(1-oxo-4-(trifluoromethyl)isoindolin-2-yl)pyridin-2-yl)methyl)carbamate CN1N=CC(=C1C1=CC(=NC(=C1)N1C(C2=CC=CC(=C2C1)C(F)(F)F)=O)CNC(OC(C)(C)C)=O)C1=NN=CN1C